C(C=C)(=O)O.C(C=C)(=O)O.O1C=CC=C1 furan diacrylate